S(=O)(=O)([O-])[O-].[Zn+2].[Pb+2].S(=O)(=O)([O-])[O-] Lead-zinc sulfate